ON1C(CC(CC1(C)C)OC(C1=CC=C(C(=O)OC2CC(N(C(C2)(C)C)O)(C)C)C=C1)=O)(C)C bis(1-oxyl-2,2,6,6-tetramethylpiperidine-4-yl)terephthalate